Cl.C(C1=CC=CC=C1)N1C(N(SC1)CCCCN1CCN(CC1)CC)=O 4-benzyl-2-(4-(4-ethylpiperazin-1-yl)butyl)-1,2,4-thiadiazolidin-3-one hydrochloride